ClC1=CC(=C(OC2CCN(CC2)C(=O)Cl)C=C1)N1CCCC1 4-(4-chloro-2-(pyrrolidin-1-yl)phenoxy)piperidine-1-carbonyl chloride